ClC=1C(=C(C=CC1)C1=CC=C2CCC(C2=C1)C(=O)O)OC1CCCCC1 6-(3-chloro-2-(cyclohexyloxy)phenyl)-2,3-dihydro-1H-indene-1-carboxylic acid